CN(C)CCCNCCCN 3-(dimethylaminopropylamino)propylamine